tert-Butyl ((2-chloro-[1,1'-biphenyl]-4-yl)methyl)(3-oxopropyl)carbamate ClC1=C(C=CC(=C1)CN(C(OC(C)(C)C)=O)CCC=O)C1=CC=CC=C1